CN1CCC=C1CCC 1-methyl-5-propyl-2,3-dihydro-1H-pyrrole